N-{5-[(3,5-dimethylisoxazol-4-yl)carbamoyl]-2-methylphenyl}-1-methyl-1H-imidazole-5-carboxamide CC1=NOC(=C1NC(=O)C=1C=CC(=C(C1)NC(=O)C1=CN=CN1C)C)C